ClC=1C=C(C=CC1)NC1=COC2=C1C=CC=C2 3-(3-chlorophenylamino)benzofuran